CC1C(C(CS1)C(=O)OC)=O methyl 5-methyl-4-oxo-tetrahydrothiophene-3-formate